C1(CCC1)O[C@@H]1C[C@H](N(C1)C(=O)OCC1C2=CC=CC=C2C=2C=CC=CC12)C(=O)O (2S,4R)-4-(cyclobutoxy)-1-(9H-fluoren-9-ylmethoxycarbonyl)pyrrolidine-2-carboxylic acid